O1C(COCC1)COC1=CC(=C(C(=N1)CCC1=CC=C(OCCCCC(=O)O)C=C1)CC)O 5-(4-(2-(6-((1,4-Dioxan-2-yl)methoxy)-3-ethyl-4-hydroxypyridin-2-yl)ethyl)phenoxy)pentanoic acid